C(C)S(=O)(=O)C1=C(N=C(N1C)C1=NC=C(C#N)C=C1)C1=NC2=C(N1C)C=C1C(=C2)OC(C(O1)(F)F)(F)F 6-[5-(Ethylsulfonyl)-1-methyl-4-(6,6,7,7-tetrafluoro-1-methyl-6,7-dihydro-1H-[1,4]dioxino[2,3-f]benzimidazol-2-yl)-1H-imidazol-2-yl]nicotinonitril